5-(difluoromethyl)nicotinic acid FC(C=1C=NC=C(C(=O)O)C1)F